NC=1N=C(C(=C2C=C(N=CC12)NC(=O)[C@@H]1[C@H](C1)CC#N)Cl)C=1C=NC=CC1C (1S,2R)-N-[8-amino-5-chloro-6-(4-methylpyridin-3-yl)-2,7-naphthyridin-3-yl]-2-(cyanomethyl)cyclopropane-1-carboxamide